NC=1C2=C(N=CN1)N(C(=C2C2=CC=C(C=C2)C(=O)N2CCCC2)C2=C(C=C(C=C2)NC(C(=C)C)=O)C2CC2)C N-(4-(4-amino-7-methyl-5-(4-(pyrrolidine-1-carbonyl)phenyl)-7H-pyrrolo[2,3-d]pyrimidin-6-yl)-3-cyclopropylphenyl)methacrylamide